FC=1C(=C(C=CC1F)C(=O)N1CC(C1)(O)CNC(C)(C(=O)NCC)C)NC1=C(C=C(C=C1)I)F N~2~-{[1-({3,4-difluoro-2-[(2-fluoro-4-iodophenyl)amino]phenyl}carbonyl)-3-hydroxyazetidin-3-yl]methyl}-N-ethyl-2-methylalaninamide